CC1(CNC2=CC=CC=C12)C 3,3-dimethyl-1H-indole